1-(5-(aminomethyl)thiophen-2-yl)-2-((6-methoxy-2-(trifluoromethyl)quinazolin-4-yl)thio)ethan-1-one hydrochloride Cl.NCC1=CC=C(S1)C(CSC1=NC(=NC2=CC=C(C=C12)OC)C(F)(F)F)=O